C(C1=CC=CC=C1)OC[C@@H](CC(C)C)NC=1NC(/C(/N1)=C/C=1C=C2N=CC=NC2=CC1)=O (4Z)-2-[[(1R)-1-(benzyloxymethyl)-3-methyl-butyl]amino]-4-(quinoxalin-6-ylmethylene)-1H-imidazol-5-one